COC1=CC=C(CN2N=CC(=C(C2=O)C(F)(F)F)N[C@H](COC(C)C2=NN3C(CN(CC3)CC3=CC=C(C=C3)OC)=C2)C)C=C1 2-(4-Methoxybenzyl)-5-(((2S)-1-(1-(5-(4-methoxybenzyl)-4,5,6,7-tetrahydropyrazolo[1,5-a]pyrazin-2-yl)ethoxy)propan-2-yl)amino)-4-(trifluoromethyl)pyridazin-3(2H)-one